2-phenyl-5H-benzo[3,2-c]carbazole C1(=CC=CC=C1)C=1C=CC=2CC=C3N=C4C=CC=CC4=C3C2C1